FC(CN1C(=NC2=C1C=C(C=C2)C=2C=CN1N=C(N=C(C12)OC)N[C@@H]1CN(C[C@@H]1F)C1COC1)C)F 5-(1-(2,2-difluoroethyl)-2-methyl-1H-benzo[d]imidazol-6-yl)-N-((3R,4S)-4-fluoro-1-(oxetan-3-yl)pyrrolidin-3-yl)-4-methoxypyrrolo[2,1-f][1,2,4]triazin-2-amine